ClC=1C=NC=C(C1C1=NOC(=C1COC12CCC(CC1)(CC2)COC2=NC1=C(C=CC=C1C=C2)C2CC2)C2CC2)OC 2-((4-((3-(3-Chloro-5-methoxypyridin-4-yl)-5-cyclopropylisoxazol-4-yl)methoxy)bicyclo[2.2.2]octan-1-yl)methoxy)-8-cyclopropylchinolin